O[C@@H]1C[C@H](N(C1)C([C@H](C(C)(C)C)NC(OC(C)(C)C)=O)=O)C(NCC1=C(C=C(C=C1)C1=C(N=CS1)C)O)=O tert-butyl N-[(2S)-1-[(2S,4R)-4-hydroxy-2-({[2-hydroxy-4-(4-methyl-1,3-thiazol-5-yl)phenyl]methyl}carbamoyl)pyrrolidin-1-yl]-3,3-dimethyl-1-oxobutan-2-yl]carbamate